3-[1-[[3-[5-[(1-methylpiperidin-4-yl)methoxy]pyrimidin-2-yl]phenyl]methyl]-6-oxopyridazin-3-yl]benzonitrile CN1CCC(CC1)COC=1C=NC(=NC1)C=1C=C(C=CC1)CN1N=C(C=CC1=O)C=1C=C(C#N)C=CC1